CC1CN(CC(N1CC(F)(F)F)C)C1=CC(=C(C=C1)NC1CC2(C1)CC(C2)N)C N2-(4-(3,5-dimethyl-4-(2,2,2-trifluoroethyl)piperazin-1-yl)-2-methylphenyl)spiro[3.3]heptane-2,6-diamine